O.S(O)(O)(=O)=O.CNC1CNC1 N-methylazetidin-3-amine bisulphate monohydrate